N-(6-fluoro-5-methylpyridin-3-yl)-1-(2-fluoroethyl)-5-(2-((1-methoxy-2-methylpropan-2-yl)amino)-2-oxoacetyl)-2,4-dimethyl-1H-pyrrole-3-carboxamide FC1=C(C=C(C=N1)NC(=O)C1=C(N(C(=C1C)C(C(=O)NC(COC)(C)C)=O)CCF)C)C